ClC(C(CF)Cl)(F)F 1,2-dichloro-1,1,3-trifluoropropane